BrC1=CC=C(C=C1)/C=C/C(C(=O)OC)=O methyl (E)-4-(4-bromophenyl)-2-oxobut-3-enoate